Di(butyl)germanium C(CCC)[Ge]CCCC